ClC=1C=CC(=NC1)C1(OC2=C(O1)C=CC=C2N2[C@@H]1[C@H](NCC2)COC1)C |r| (4aRS,7aSR)-4-(2-(5-chloropyridin-2-yl)-2-methylbenzo[d][1,3]dioxol-4-yl)hexahydrofuro[3,4-b]pyrazin